Dibenzyl 2-((tert-butyldiphenylsilyl)oxy)pentanedioate [Si](C1=CC=CC=C1)(C1=CC=CC=C1)(C(C)(C)C)OC(C(=O)OCC1=CC=CC=C1)CCC(=O)OCC1=CC=CC=C1